CN(C=1C2=C(N=C(N1)C1=CC=NN1)C=NC=C2)C2(CC2)C N-methyl-2-(1H-pyrazol-5-yl)-N-(1-methylcyclopropyl)pyrido[3,4-d]pyrimidin-4-amine